C(C1=CC=CC=C1)OC[C@@H]1N[C@H](C2=CC=CC(=C2C1)Br)C (1S,3R)-3-(Benzyloxymethyl)-5-bromo-1-methyl-1,2,3,4-tetrahydroisochinolin